BrC1=C(C(=CC(=C1)C(C(F)(F)F)(C(F)(F)F)F)C(F)(F)F)NC(C1=C(C(=CC=C1)NO)F)=O N-(2-bromo-4-(perfluoropropane-2-yl)-6-(trifluoromethyl)phenyl)-2-fluoro-3-(hydroxyamino)benzamide